octahydro-4H-dipyrrolo[1,2-b:2',1'-g][1,2,5]triazepine-4,6(5H)-dione C1CCC2N1N1C(C(NC2=O)=O)CCC1